6-amino-9-[(4-chlorophenyl)methyl]-2-(ethylsulfonimidoyl)-7H-purin-8-one NC1=C2NC(N(C2=NC(=N1)S(=O)(=N)CC)CC1=CC=C(C=C1)Cl)=O